C(C)(C)(C)OC(=O)N(CCCN(CC(CCCCCC(=O)O)O[Si](C)(C)C(C)(C)C)CC(CCCCCC(=O)O)O[Si](C)(C)C(C)(C)C)C 8,8'-((3-((tert-butoxycarbonyl)(methyl)amino)propyl)azanediyl)bis(7-((tert-butyldimethylsilyl)oxy)octanoic acid)